4-[2-(2,3-dichlorophenyl)ethyl]-6-imidazo[1,5-a]pyridin-6-yl-1,3,5-triazine-2,4-diamine ClC1=C(C=CC=C1Cl)CCC1(NC(=NC(=N1)C=1C=CC=2N(C1)C=NC2)N)N